4H-pyrazole-3-carboxylate N=1N=C(CC1)C(=O)[O-]